COC=1C=CC=C2C(CN(C(C12)=O)COCC[Si](C)(C)C)C 8-Methoxy-4-methyl-2-(2-trimethylsilylethoxymethyl)-3,4-dihydroisoquinolin-1-one